6-propionyl-2-(N,N-dimethylamino)naphthalene propylenedicaprate C(C(C)C(C(O)=O)CCCCCCCC)C(C(O)=O)CCCCCCCC.C(CC)(=O)C=1C=C2C=CC(=CC2=CC1)N(C)C